ClC1=C(C=CC(=C1)Cl)C1=CC2=C(N=C(N=C2)NC2=CC(=C(C=C2)N2CCNCC2)F)N2C1=NCC2 6-(2,4-dichlorophenyl)-N-(3-fluoro-4-(piperazin-1-yl)phenyl)-8,9-dihydroimidazo[1',2':1,6]pyrido[2,3-d]pyrimidin-2-amine